N-(2-(3,3-difluoropyrrolidin-1-yl)-4-(2-fluoro-phenyl)pyridin-3-yl)-6-(2,2,2-trifluoroethyl)-2,6-diazaspiro[3.3]heptane-2-carboxamide FC1(CN(CC1)C1=NC=CC(=C1NC(=O)N1CC2(C1)CN(C2)CC(F)(F)F)C2=C(C=CC=C2)F)F